1-(6-fluoro-1H-indol-3-yl)-3-(4-((trifluoromethyl)thio)phenyl)urea FC1=CC=C2C(=CNC2=C1)NC(=O)NC1=CC=C(C=C1)SC(F)(F)F